2-(3-(Difluoromethoxy)phenyl)-6-(1'-isobutyl-[1,4'-bipiperidin]-4-yl)-4-methyl-1H-benzo[d]imidazol FC(OC=1C=C(C=CC1)C1=NC2=C(N1)C=C(C=C2C)C2CCN(CC2)C2CCN(CC2)CC(C)C)F